indole bistrifluoroacetate FC(C(=O)O)(F)F.FC(C(=O)O)(F)F.N1C=CC2=CC=CC=C12